(7R,14R)-11-(2-(2-hydroxypropan-2-yl)pyrimidin-5-yl)-6-(methyl-d3)-1-(prop-1-yn-1-yl)-6,7-dihydro-7,14-methanobenzo[f]benzo[4,5]imidazo[1,2-a][1,4]diazocin-5(14H)-one OC(C)(C)C1=NC=C(C=N1)C1=CC2=C(N=C3N2[C@H]2C4=C(C(N([C@@H]3C2)C([2H])([2H])[2H])=O)C=CC=C4C#CC)C=C1